C(C)(C)(C)OC(=O)N1[C@H](CC(=C[C@H]1C1CC1)B1OC(C(O1)(C)C)(C)C)C1CC1 Cis-2,6-dicyclopropyl-4-(4,4,5,5-tetramethyl-1,3,2-dioxaborolan-2-yl)-3,6-dihydropyridine-1(2H)-carboxylic acid tert-butyl ester